1-(3-(tert-butyl)-1-(quinolin-6-yl)-1H-pyrazol-5-yl)-3-(2-fluoro-4-((3-oxo-3,4-dihydropyrido[2,3-b]pyrazin-8-yl)oxy)phenyl)urea C(C)(C)(C)C1=NN(C(=C1)NC(=O)NC1=C(C=C(C=C1)OC1=CC=NC=2NC(C=NC21)=O)F)C=2C=C1C=CC=NC1=CC2